3-((3-methylphenyl)ethynyl)oxazolidin-2-one CC=1C=C(C=CC1)C#CN1C(OCC1)=O